trilysine trilaurate C(CCCCCCCCCCC)(=O)O.C(CCCCCCCCCCC)(=O)O.C(CCCCCCCCCCC)(=O)O.N[C@@H](CCCCN)C(=O)O.N[C@@H](CCCCN)C(=O)O.N[C@@H](CCCCN)C(=O)O